OOC1=C(C(=O)O[C@@]1([C@@H](O)CO)CC(C)C)OC(CO)CC 3-O-hydroxyisobutyl-2-O-(1-ethyl-2-hydroxyethyl)ascorbic acid